Isothiocyanato-cyclohexane N(=C=S)C1CCCCC1